4-Methoxy-6-(5-methyl-1-[1-[(3R)-pyrrolidin-3-yl]pyridine-3-yl]pyrazol-4-yl)pyrazolo[1,5-a]pyridine-3-carbonitrile COC=1C=2N(C=C(C1)C=1C=NN(C1C)C=1CN(C=CC1)[C@H]1CNCC1)N=CC2C#N